N-(5-fluoro-2-nitrobenzoyl)-N-methylglycine ethyl ester C(C)OC(CN(C)C(C1=C(C=CC(=C1)F)[N+](=O)[O-])=O)=O